ethyl 3,5-dimethylbenzoate CC=1C=C(C(=O)OCC)C=C(C1)C